yttrium triisobutyrate C(C(C)C)(=O)[O-].C(C(C)C)(=O)[O-].C(C(C)C)(=O)[O-].[Y+3]